BrC=1C=CC(=NC1Cl)C 5-bromo-6-chloro-2-picoline